2'-chloro-3,4-dihydroxy-5-methoxy-5'-nitro-[1,1'-biphenyl]-2-Formaldehyde ClC1=C(C=C(C=C1)[N+](=O)[O-])C=1C(=C(C(=C(C1)OC)O)O)C=O